BrC1=CC(=C(C=C1F)NS(=O)(=O)C=1C=NN2C1C=CC(=C2)C#N)F N-(4-bromo-2,5-difluorophenyl)-6-cyanopyrazolo[1,5-a]pyridine-3-sulfonamide